(5R)-5-[(6-bromohexanoyl)amino]-3,3-difluoropiperidine-1-carboxylic acid tert-butyl ester C(C)(C)(C)OC(=O)N1CC(C[C@H](C1)NC(CCCCCBr)=O)(F)F